FC=1C=CC(=C(C(=O)N(C(C)C)C(C)C)C1)OC=1C(=NC=NC1)N1CC2(C1)CCN(CC2)CC(C)(C)O 5-fluoro-2-((4-(7-(2-hydroxy-2-methylpropyl)-2,7-diazaspiro[3.5]nonan-2-yl)pyrimidin-5-yl)oxy)-N,N-diisopropylbenzamide